CN1C(=NC2=C1C=C(C(=C2)C2=CC=CN1C(=CC=C21)C(=O)C2=CC(=C(C(=C2)F)NC(\C=C\CN[C@H]2C[C@@H](CCC2)F)=O)F)C(F)(F)F)C (E)-N-(4-(8-(1,2-dimethyl-6-(trifluoromethyl)-1H-benzo[d]imidazol-5-yl)indolizine-3-carbonyl)-2,6-difluorophenyl)-4-(((1R,3R)-3-fluorocyclohexyl)amino)but-2-enamide